bis(2,4-dimethylcyclopentadienylindole) zirconium dichloride [Cl-].[Cl-].[Zr+2].CC=1C(C=C(C1)C)C=1NC2=CC=CC=C2C1.CC=1C(C=C(C1)C)C=1NC2=CC=CC=C2C1